BrC1=C(C=C(C#N)C=C1)F 4-bromo-3-Fluorobenzonitrile